2-chloro-N4-(1-(1-(4-chloro-1-methyl-1H-imidazol-2-yl)piperidin-4-yl)ethyl)-N5-methylpyrimidine-4,5-diamine ClC1=NC=C(C(=N1)NC(C)C1CCN(CC1)C=1N(C=C(N1)Cl)C)NC